ClC1=C(C(=O)NC2=C3C=NN(C3=CC=C2)C=2SC=CN2)C=C(C=C1)CNC(CC(C)(C)C)=O 2-Chloro-5-{[(3,3-dimethylbutanoyl)amino]methyl}-N-[1-(1,3-thiazol-2-yl)-1H-indazol-4-yl]benzamide